NCC1(CCCC1)C(=O)N1CC(N(CC1)C)=O 4-[1-(Aminomethyl)cyclopentanecarbonyl]-1-methylpiperazin-2-one